1,6-dicyano-2-methyl-3-hexene C(#N)CC(C=CCCC#N)C